(S)-6-(5-(3,5-dimethylisoxazol-4-yl)-1-((R)-1-(methanesulfonyl)pyrrolidin-3-yl)-1H-benzo[d]imidazol-2-yl)piperidin-2-one pentenyl-acetate (prenyl-acetate) C(C=C(C)C)CC(=O)O.C(=CCCC)CC(=O)O.CC1=NOC(=C1C1=CC2=C(N(C(=N2)[C@@H]2CCCC(N2)=O)[C@H]2CN(CC2)S(=O)(=O)C)C=C1)C